((S)-1-(2-((S)-2-Cyanopyrrolidin-1-yl)-2-oxoethyl)pyrrolidin-3-yl)carbamic acid C(#N)[C@H]1N(CCC1)C(CN1C[C@H](CC1)NC(O)=O)=O